NCC1CN(CCC1)CC1CCN(CC1)C1=CC=C(C=C1)[C@H]1C(NC(CC1)=O)=O (3S)-3-[4-(4-{[3-(aminomethyl)piperidin-1-yl]methyl}piperidin-1-yl)phenyl]piperidine-2,6-dione